dimethylolnonanoic acid C(O)C(C(=O)O)(CCCCCCC)CO